[Si](C)(C)(C(C)(C)C)OCCCCNC=1SC(=C(N1)C(=O)OC)CCCOC1=C(C=C(C=C1)C#CCN(C)C)F Methyl 2-[4-[tert-butyl(dimethyl)silyl]oxybutylamino]-5-[3-[4-[3-(dimethylamino)prop-1-ynyl]-2-fluoro-phenoxy]propyl]thiazole-4-carboxylate